C(C)(C)(C)OC(=O)N1CC(CCC1)COC1CCNCC1 3-((piperidin-4-yloxy)methyl)piperidine-1-carboxylic acid tert-butyl ester